2,2,3-trimethyl-3-cyclopentene-1-acetonitrile CC1(C(CC=C1C)CC#N)C